ethylenebis[(2-methoxyphenyl)phenylphosphine] C(CP(C1=CC=CC=C1)C1=C(C=CC=C1)OC)P(C1=CC=CC=C1)C1=C(C=CC=C1)OC